perfluoro-butylsulfonate FC(C(C(C(F)(F)F)(F)F)(F)F)(S(=O)(=O)[O-])F